tert-butyl (R)-3-(imidazo[1,5-a]pyridin-3-yl)pyrrolidine-1-carboxylate C=1N=C(N2C1C=CC=C2)[C@H]2CN(CC2)C(=O)OC(C)(C)C